O=C1N(C(CN1C1=CC=C(C=C1)C(F)(F)F)=O)CCCC1=CC(=C(OC(C(=O)OCC)(C)C)C(=C1)C)C Ethyl 2-(4-(3-(2,5-dioxo-3-(4-(trifluoromethyl) phenyl) imidazolidin-1-yl) propyl)-2,6-dimethylphenoxy)-2-methylpropionate